Cl.[C@@H]1(NC[C@@H]2[C@@H]3CC[C@H]([C@H]12)O3)C(=O)OC |r| (+/-)-methyl (1S,3aR,4S,7R,7aS)-octahydro-1H-4,7-epoxyisoindole-1-carboxylate hydrochloride